FC(C(=O)N)(C(C1=CC=CC=C1)O)F 2,2-difluoro-3-hydroxy-3-phenyl-propanamide